N1=CC=CC2=CC(=CC=C12)C(C)C1=CN=C2N1N=C(C=N2)C2=CC=C(C(=O)O)C=C2 4-[7-(1-Quinolin-6-ylethyl)imidazo[1,2-b][1,2,4]triazin-2-yl]benzoic Acid